CCC(CC)C1=C(C(=CC=C1)C(CC)CC)N1C(N(C=C1)C1=C(C=CC=C1C(CC)CC)C(CC)CC)=[Pd-3](C1=NC=CC=C1Cl)(Cl)Cl [1,3-bis(2,6-di-3-pentylphenyl)imidazol-2-ylidene](3-chloropyridinyl)palladium (II) dichloride